C(CCCCCCCCCCC)OC(CCCCCCC)=O caprylic acid lauryl ester